[Mg].C(CCCCCCCCCCCCCCCCCCCCCCCCCCC)O octacosanol, magnesium salt